C(C)C1=NC(=NO1)C=1C=C2CC[C@H](C2=CC1)NC(=O)C=1C=NN(C1)CC(C)(C)O (R)-N-(5-(5-ethyl-1,2,4-oxadiazol-3-yl)-2,3-dihydro-1H-inden-1-yl)-1-(2-hydroxy-2-methylpropyl)-1H-pyrazole-4-carboxamide